4,6-dichloro-1-(3,5-difluoro-2-pyridyl)pyrazolo[3,4-d]pyrimidine ClC1=C2C(=NC(=N1)Cl)N(N=C2)C2=NC=C(C=C2F)F